bromoacetic acid tertiary butyl ester C(C)(C)(C)OC(CBr)=O